2,2-dichloro-3-(3,5-dichlorophenyl)cyclopropane-1-carbaldehyde ClC1(C(C1C1=CC(=CC(=C1)Cl)Cl)C=O)Cl